N-(2-oxo-2-(piperazin-1-yl)ethyl)acrylamide O=C(CNC(C=C)=O)N1CCNCC1